C(C)SC1=NC(=CC(=C1C(=O)NCC1=CC=C(C=C1)F)C)N1CCOCC1 2-Ethylsulfanyl-N-[(4-fluorophenyl)-methyl]-4-methyl-6-morpholin-4-yl-pyridine-3-carboxylic acid amide